2-(4'-chloro-3-oxospiro[cyclobutane-1,5'-pyrrolo[2,3-d]pyrimidin]-7'(6'H)-yl)isonicotinonitrile ClC=1C2=C(N=CN1)N(CC21CC(C1)=O)C=1C=C(C#N)C=CN1